4-(4-(difluoromethoxy)phenyl)-6-(1-(methyl-d3)-1H-benzo[d]imidazol-6-yl)-2-(Trifluoromethyl)thiazolo[4,5-b]pyridin-5(4H)-one FC(OC1=CC=C(C=C1)N1C2=C(C=C(C1=O)C=1C=CC3=C(N(C=N3)C([2H])([2H])[2H])C1)SC(=N2)C(F)(F)F)F